C(C1=CC=CC=C1)NC(N(C=1C=CC(=NC1)C1=CC(N(C=C1)C)=O)[C@@H]1CC[C@H](CC1)NC1=NC=C(C(=N1)C=1C=NC=C(C1)S(=O)(=O)C)C#N)=O 3-benzyl-1-(trans-4-((5-cyano-4-(5-(methylsulfonyl)pyridin-3-yl)pyrimidin-2-yl)amino)cyclohexyl)-1-(1'-methyl-2'-oxo-1',2'-dihydro-2,4'-bipyridin-5-yl)urea